C(C)C(CCCCC)OC(C(C(N1C(=NC(C1=O)=O)CC1=CC=CC=C1)(OC)OC)=C)=O dimethoxy-methylenebenzyl-dioxoimidazolinepropionic acid ethylhexyl ester